CN1CC(C1)(C)[C@@](C=1C=C(C=NC1)C#CC(C)(C)NC(COC)=O)(C1=CC=C(C=C1)C(C)C)O N-(3-{5-[(R)-(1,3-dimethyl-azetidin-3-yl)-hydroxy-(4-isopropyl-phenyl)-methyl]-pyridin-3-yl}-1,1-dimethyl-prop-2-ynyl)-2-methoxy-acetamide